methyl 2-(methylthio)-7H-pyrrolo[2,3-d]pyrimidine-6-carboxylate CSC=1N=CC2=C(N1)NC(=C2)C(=O)OC